O=C1NC(CCC1NC=1C=C(C(=NC1)C=1CCN(CC1)C(=O)OC(C)(C)C)F)=O tert-butyl 5-((2,6-dioxopiperidin-3-yl) amino)-3-fluoro-3',6'-dihydro-[2,4'-bipyridine]-1'(2'H)-carboxylate